C(C)(=O)N[C@@H](CSSCCC1=CC=CC=C1)C(=O)O N-acetyl-S-(phenethylthio)-L-cysteine